[Cu].[Ag].[Sn].[Pb] lead-tin-silver-copper